C(#C)C=1C(=CC=C2C=CC=C(C12)C1=C(C=2N=C(N=C(C2C=N1)N(C[C@@H]1NCCCC1)C)N1CCN(CC1)C)F)F (R)-7-(8-ethynyl-7-fluoronaphthalen-1-yl)-8-fluoro-N-methyl-2-(4-methylpiperazin-1-yl)-N-(piperidin-2-ylmethyl)pyrido[4,3-d]pyrimidin-4-amine